NC1=NC2=CC=CC=C2C=C1 Aminochinolin